C(CCC)C=1N=CC2(N1)CC1CC1C2 2'-butyl-spiro[bicyclo[3.1.0]hexane-3,4'-imidazole]